CN(C(C)C=1SC=CN1)C N,N-dimethyl-1-thiazol-2-yl-ethanamine